(29CE)-Oxycodone-d C1(=CC(OC)=C2C=3[C@@]45[C@@H](O2)C(=O)CC[C@@]4(O)[C@@H](CC13)N(C)CC5)[2H]